benzyl 6-azaspiro[2.5]octane-1-carboxylate C1(CC12CCNCC2)C(=O)OCC2=CC=CC=C2